8-Bromo-7-methoxy-2-phenyl-4H-chromen-4-one BrC=1C(=CC=C2C(C=C(OC12)C1=CC=CC=C1)=O)OC